R-3,3'-bis(2,4,6-triisopropylphenyl)-1,1'-binaphthol C(C)(C)C1=C(C(=CC(=C1)C(C)C)C(C)C)C1=C(C(=C2C=CC=CC2=C1)C1=CC(=CC2=CC=CC=C12)C1=C(C=C(C=C1C(C)C)C(C)C)C(C)C)O